IC=1C=C(C=C(C1OC)OC)C1=NC2=C(N1[C@@H]1C[C@@H](CC1)C(NC)=O)C=C(C=C2)C(=O)NCCCN2CCN(CC2)C2=CC=CC=C2 2-(3-iodo-4,5-dimethoxyphenyl)-1-((1S,3R)-3-(methylcarbamoyl)cyclopentyl)-N-(3-(4-phenylpiperazin-1-yl)propyl)-1H-benzo[d]imidazole-6-carboxamide